5-ethyl-3-(β-D-glucopyranosyloxy)-4-[(4-methylsulfanylphenyl)methyl]-1H-pyrazole C(C)C1=C(C(=NN1)O[C@H]1[C@H](O)[C@@H](O)[C@H](O)[C@H](O1)CO)CC1=CC=C(C=C1)SC